N-((S)-1-(4-(ethylsulfonyl)phenyl)-2-hydroxyethyl)benzamide C(C)S(=O)(=O)C1=CC=C(C=C1)[C@@H](CO)NC(C1=CC=CC=C1)=O